Pyrrole-5(4H)-carboxylic acid tert-butyl ester C(C)(C)(C)OC(=O)C=1CC=CN1